2'-chloro-N-(5-(4-chloropicolinoyl)-5,6-dihydro-4H-pyrrolo[3,4-d]thiazol-2-yl)-5'-methoxy-6-methyl-[4,4'-bipyridine]-3-carboxamide ClC1=NC=C(C(=C1)C1=C(C=NC(=C1)C)C(=O)NC=1SC2=C(N1)CN(C2)C(C2=NC=CC(=C2)Cl)=O)OC